bromo-5-trifluoromethyl-2-{2-(trimethylsilyl)ethoxycarbonyl}aminofuran BrC1=C(OC(=C1)C(F)(F)F)NC(=O)OCC[Si](C)(C)C